COC(CC1=CC=C(C=C1)C1=NN(C(=C1C#N)N)C(C)C)=O 2-[4-(5-amino-4-cyano-1-isopropylpyrazol-3-yl)phenyl]acetic acid methyl ester